(3S,4S)-2,3,4-trimethyl-3,4-dihydro-2H-chromene-5,7-diol CC1OC=2C=C(C=C(C2[C@H]([C@@H]1C)C)O)O